O=C1N(CC2=CC(=CC=C12)C(=O)N1CC2(C1)CCC(CC2)C(F)(F)F)C2C(NC(CC2)=O)=O 3-(1-oxo-5-(7-(trifluoromethyl)-2-azaspiro[3.5]nonane-2-carbonyl)isoindolin-2-yl)piperidine-2,6-dione